FC1=CC=C(C=C1)C=1C=CC=2N=CNC(C2N1)=O 6-(4-fluorophenyl)pyrido[3,2-d]pyrimidin-4(3H)-one